CC=1N=CC(=NC1)N[C@H]1C[C@@H](CC1)NC(OC(C)(C)C)=O tert-butyl ((1R,3R)-3-((5-methylpyrazin-2-yl)amino)cyclopentyl)carbamate